(Z)-oct-3-en-1-yl 8-((2-hydroxyethyl)amino)octanoate OCCNCCCCCCCC(=O)OCC\C=C/CCCC